FC=1C=C(C=CC1)C1OC2=CC=C(C=C2CC1)NC(OC(C)(C)C)=O tert-butyl (2-(3-fluorophenyl)chroman-6-yl)carbamate